3',5-diallyl-3-amino-[1,1'-biphenyl]-2,4'-diol C(C=C)C=1C=C(C=CC1O)C=1C(=C(C=C(C1)CC=C)N)O